CC1(CC(=CC(C1)=C(C#N)C#N)\C=C\C1=CC=C(C=C1)N=O)C (E)-2-(5,5-dimethyl-3-(4-nitrosostyryl)cyclohex-2-en-1-ylidene)malononitrile